N1(CCNCC1)C1=NC=C(C=N1)CNC ({[2-(piperazin-1-yl)pyrimidin-5-yl]methyl}amino)methane